CC1CN(C2=CC(=CC=C12)C(NC1=CC(=CC(=C1)C(F)(F)F)N1C=NC(=C1)C)=O)C(=O)OC(C)(C)C tert-butyl 3-methyl-6-((3-(4-methyl-1H-imidazol-1-yl)-5-(trifluoromethyl)phenyl)carbamoyl)indoline-1-carboxylate